N-(2-amino-2-oxoethyl)-N-(pyridin-4-ylmethyl)-2-((pyridin-4-ylmethyl)amino)acetamide NC(CN(C(CNCC1=CC=NC=C1)=O)CC1=CC=NC=C1)=O